N-(6-aminohexyl)-2-ethyl-4-[[3-[3-(trifluoromethyl)-1H-pyrazol-4-yl]imidazo[1,2-a]pyrazin-8-yl]amino]benzamide NCCCCCCNC(C1=C(C=C(C=C1)NC=1C=2N(C=CN1)C(=CN2)C=2C(=NNC2)C(F)(F)F)CC)=O